N1(N=CC=C1)CCC1CCN(CC1)C=1C(=C(C(=CC1)S(=O)(=O)NC[C@@H](CN)O)S(=O)(=O)N)C=1N=NNN1 (R)-4-(4-(2-(1H-pyrazol-1-yl)ethyl)piperidin-1-yl)-N1-(3-amino-2-hydroxypropyl)-3-(2H-tetrazol-5-yl)benzene-1,2-disulfonamide